5-(2-(5-methyl-2-(3-(trifluoromethyl)phenyl)piperidin-1-yl)-2-oxoacetamido)nicotinamide CC1CCC(N(C1)C(C(=O)NC=1C=NC=C(C(=O)N)C1)=O)C1=CC(=CC=C1)C(F)(F)F